C(#N)C(CC=1C(NC=2CCCCC2C1)=O)NC(=O)[C@@H]1[C@H]2C([C@H]2CN1C([C@H](C(C)(C)C)NC(C(F)(F)F)=O)=O)(C)C (1R,2S,5S)-N-(1-Cyano-2-(2-oxo-1,2,5,6,7,8-hexahydroquinolin-3-yl)ethyl)-3-((S)-3,3-dimethyl-2-(2,2,2-trifluoroacetamido)butanoyl)-6,6-dimethyl-3-azabicyclo[3.1.0]hexane-2-carboxamide